6-(3-cyclopropylphenoxy)-N-[2-(2,4-dichlorophenyl)-2-fluoro-ethyl]-2-fluoro-pyrazolo[1,5-a]pyrimidine-7-carboxamide C1(CC1)C=1C=C(OC=2C=NC=3N(C2C(=O)NCC(F)C2=C(C=C(C=C2)Cl)Cl)N=C(C3)F)C=CC1